ClC1=CNC2=NC=C(C=C21)C=2C=C1N(N2)CCC12CCN(CC2)C(=O)NCC 2'-(3-chloro-1H-pyrrolo[2,3-b]pyridin-5-yl)-N-ethyl-5',6'-dihydrospiro[piperidine-4,4'-pyrrolo[1,2-b]pyrazole]-1-carboxamide